5-(TRIFLUOROMETHOXY)INDOLE-3-CARBOXALDEHYDE FC(OC=1C=C2C(=CNC2=CC1)C=O)(F)F